C(C)[C@@H]1N(C[C@H](N(C1)C(C)C1=NC=CC=C1OC)CC)C=1C=2C(N(C(C1)=O)C)=CN(N2)CC#N 2-(7-((2S,5R)-2,5-diethyl-4-(1-(3-methoxypyridin-2-yl)ethyl)piperazin-1-yl)-4-methyl-5-oxo-4,5-dihydro-2H-pyrazolo[4,3-b]pyridin-2-yl)acetonitrile